C(C)(C)(C)OC(=O)N1[C@@H](CCC1)C1=C2COCC2=CC(=C1)C=1C=C2C(=NC1)NC=C2C (S)-2-(6-(3-methyl-1H-pyrrolo[2,3-b]pyridin-5-yl)-1,3-dihydroisobenzofuran-4-yl)pyrrolidine-1-carboxylic acid tert-butyl ester